COC1=C(C(=C(C=C1NC1=NC=NC(=C1)N1OCC[C@@H]1C1=CC=CC=C1)C(C(=O)N)=C)NC)CCOC 4-methoxy-2-((2-methoxyethyl)(meth-yl)amino-5-((6-((R)-3-phenylisoxazolidine-2-yl)pyrimidine-4-yl)amino)phenyl)acrylamide